[Si](C1=CC=CC=C1)(C1=CC=CC=C1)(C(C)(C)C)NS(=O)(=O)/C=C/[C@H]1N(CCC1)C(=O)OC(C)(C)C tert-butyl (S,E)-2-(2-(N-(tert-butyldiphenylsilyl)sulfamoyl)vinyl)pyrrolidine-1-carboxylate